C(CCC)C1(CSC2=C(N(C1)C1=CC=CC=C1)C=C(C(=C2)OC)Cl)CCCC 3,3-dibutyl-7-chloro-8-methoxy-5-phenyl-2,3,4,5-tetrahydro-1,5-benzothiazepine